CC1([C@@]2(C(CC1CC2)=O)CS(=O)(=O)N2OC2)C (1S)-7,7-dimethyl-1-[(oxaziridine-2-sulfonyl)methyl]bicyclo[2.2.1]heptan-2-one